Methyl 7-bromo-4-(4-(1-((4-fluorophenyl)carbamoyl)cyclopropane-1-carboxamido)phenoxy)quinoline-6-carboxylate BrC1=C(C=C2C(=CC=NC2=C1)OC1=CC=C(C=C1)NC(=O)C1(CC1)C(NC1=CC=C(C=C1)F)=O)C(=O)OC